2,2-bis(4-methacryloxypentaethoxyphenyl)propane C(C(=C)C)(=O)OC1C(C(C(C=C1)(C(C)(C)C1(C(C(C(C=C1)OC(C(=C)C)=O)(OCC)OCC)(OCC)OCC)OCC)OCC)(OCC)OCC)(OCC)OCC